N-(3-(7-fluoro-5-oxo-1-thioxo-1,2-dihydro-[1,2,4]triazolo[4,3-a]quinazolin-4(5H)-yl)propyl)benzamide FC=1C=C2C(N(C=3N(C2=CC1)C(NN3)=S)CCCNC(C3=CC=CC=C3)=O)=O